FC(N1N=CC(=C1)CN(C1=C2C(=NC(=C1)C=1C(=NC=CC1)OCC)C(=NN2C(C)C)C)CC2=CC=C(C=C2)OC)F N-((1-(difluoromethyl)-1H-pyrazol-4-yl)methyl)-5-(2-ethoxypyridin-3-yl)-1-isopropyl-N-(4-methoxybenzyl)-3-methyl-1H-pyrazolo[4,3-b]pyridin-7-amine